ClC1=CC(=CC2=C1B(OC2)O)NC2=NC=C(C(=N2)NC2=CC=CC=C2)C 7-chloro-5-((5-methyl-4-(phenylamino)pyrimidin-2-yl)amino)benzo[c][1,2]oxaborol-1(3H)-ol